C(C)(C)N1N=CC(=C1)C1=CC=CC(=N1)N(C(=O)[C@@H]1CC[C@H](CC1)CC(=O)O)CC12CCC(CC1)(CC2)C2=CC(=C(C=C2)OC)C trans-2-(4-((6-(1-Isopropyl-1H-pyrazol-4-yl)pyridin-2-yl)((4-(4-methoxy-3-methylphenyl)bicyclo[2.2.2]octan-1-yl)methyl)carbamoyl)cyclohexyl)acetic acid